2-bromo-6-(tributylstannyl)pyridine BrC1=NC(=CC=C1)[Sn](CCCC)(CCCC)CCCC